[N-](S(=O)(=O)C(F)(F)F)S(=O)(=O)C(F)(F)F.C(CCCCCCC)N1CC=C(C=C1)C 1-octyl-4-methylpyridine bistrifluoromethanesulfonimide salt